Tert-butyl 2-chloro-6-oxo-6a,7,9,10-tetrahydro-5H-pyrazino[1',2':4,5]pyrazino[2,3-c]pyridazine-8(6H)-carboxylate ClC=1C=C2C(=NN1)NC(C1N2CCN(C1)C(=O)OC(C)(C)C)=O